diethyl L-leucyl-D-glutamate hydrochloride salt Cl.N[C@@H](CC(C)C)C(=O)N[C@H](CCC(=O)OCC)C(=O)OCC